benzyl 2,2,2-trifluoro-1-(4-hydrazinylphenyl)ethylcarbamate hydrochloride Cl.FC(C(C1=CC=C(C=C1)NN)NC(OCC1=CC=CC=C1)=O)(F)F